4-(4-methylpyridin-2-yl)-6-(6-(trifluoromethyl)pyridin-2-yl)-N-(2-(trifluoromethyl)pyridin-4-yl)-1,3,5-triazin-2-amine CC1=CC(=NC=C1)C1=NC(=NC(=N1)C1=NC(=CC=C1)C(F)(F)F)NC1=CC(=NC=C1)C(F)(F)F